C(C(C)C)OC=C(C)C1=CC(=CC=C1)C(=COCCOCCOC(C)C)C 1-(1-isobutoxyprop-1-en-2-yl)-3-(1-(2-(2-isopropoxyethoxy)ethoxy)prop-1-en-2-yl)benzene